Bis(dimethylamino)tetramethyldisilane CN(C)[Si]([Si](C)(C)C)(C)N(C)C